6-ethoxy-5-methoxypyridin C(C)OC1=C(C=CC=N1)OC